5-ethyl-4,5-dihydropyrrolo[3,4-c]pyrazol-6(1H)-one C(C)N1C(C=2NN=CC2C1)=O